2-[2-({[(benzyloxy)carbonyl]amino}methyl)-1-{[2-(trimethylsilyl)ethoxy]methyl}-1H-benzimidazol-7-yl]ethyl methanesulfonate CS(=O)(=O)OCCC1=CC=CC2=C1N(C(=N2)CNC(=O)OCC2=CC=CC=C2)COCC[Si](C)(C)C